3-(1-(2-(dimethylamino)-5-isobutyrylaminobenzamido)ethyl)benzoic acid methyl ester COC(C1=CC(=CC=C1)C(C)NC(C1=C(C=CC(=C1)NC(C(C)C)=O)N(C)C)=O)=O